2,3'-dimethoxy-5-methyl-1,1'-biphenyl COC1=C(C=C(C=C1)C)C1=CC(=CC=C1)OC